BIS(2-BUTYLOCTYL) 10-((4-(DIMETHYLAMINO)BUTYL)(OCTYL)AMINO)NONADECANEDIOATE CN(CCCCN(C(CCCCCCCCC(=O)OCC(CCCCCC)CCCC)CCCCCCCCC(=O)OCC(CCCCCC)CCCC)CCCCCCCC)C